O[C@H]1CC[C@@]2([C@H]3CC[C@@]4([C@H](CC[C@H]4[C@@H]3CC[C@H]2C1)[C@@H](CCC(=O)N1[C@H](CN(CC1)C(=O)OC1CC1)C)C)C)C cyclopropyl (S)-4-((R)-4-((3S,5S,8R,9S,10S,13R,14S,17R)-3-hydroxy-10,13-dimethylhexadecahydro-1H-cyclopenta[a]phenanthren-17-yl)pentanoyl)-3-methylpiperazine-1-carboxylate